2-(1,1-difluoroethyl)aniline FC(C)(F)C1=C(N)C=CC=C1